C(CCC)OC1=NN2C(C(=N1)N)=NC=C2CC2CCNCC2 2-butoxy-7-(piperidin-4-ylmethyl)imidazo[2,1-f][1,2,4]triazin-4-amine